C1(CCCC1)NC1=CC(=C2C(NC(=NC2=C1)CSC1CCN(CC1)CC(=O)OC(C)(C)C)=O)F Tert-Butyl 2-[4-[[7-(cyclopentylamino)-5-fluoro-4-oxo-3H-quinazolin-2-yl]methylsulfanyl]-1-piperidyl]acetate